FC(C(=O)O)(F)F.ClC1=C(N(C=N1)C)CSC=1NC(C2=C(N1)CSC2)=O 2-{[(5-chloro-3-methylimidazol-4-yl)methyl]sulfanyl}-3H,5H,7H-thieno[3,4-d]pyrimidin-4-one trifluoroacetate salt